5-(2-amino-3-fluoropyridin-4-yl)-7-chloro-1H-indazol-3-amine NC1=NC=CC(=C1F)C=1C=C2C(=NNC2=C(C1)Cl)N